BrCC1CC2=NC(=C(C=C2CO1)Cl)OC 7-(Bromomethyl)-3-chloro-2-methoxy-7,8-dihydro-5H-pyrano[4,3-b]pyridine